COC1=CC(=C(C=C1)NS(=O)(=O)C1=CC=C(C=C1)NC(NCC=1C=NC=CC1)=O)C 3-{4-[(4-methoxy-2-methylphenyl)sulfamoyl]phenyl}-1-(pyridin-3-ylmethyl)urea